3-(HEPTYLOXY)PROPANAL C(CCCCCC)OCCC=O